2-(((6-(2-azaspiro[5.5]undecan-2-yl)-2-(trifluoromethyl)pyrimidin-4-yl)(methyl)amino)methyl)thiomorpholine 1,1-dioxide C1N(CCCC12CCCCC2)C2=CC(=NC(=N2)C(F)(F)F)N(C)CC2CNCCS2(=O)=O